O=C1N[C@H]2[C@@H](N1)CSC2CCCCC(=O)NCCCCCCNC(CCSSC2=NC=CC=C2)=O 5-((3aS,6aR)-2-oxo-hexahydro-1H-thieno-[3,4-d]imidazol-4-yl)-N-(6-(3-(pyridin-2-yl-disulfanyl)propanamido)-hexyl)pentanamide